(S)-7-((1R,3s,5S,6S)-6-(1-(2,2-Difluoroethyl)-3-(trifluoromethyl)-1H-pyrazol-5-yl)bicyclo[3.1.0]hexan-3-yl)-2-thia-7-azaspiro[4.5]decane 2,2-dioxide FC(CN1N=C(C=C1C1[C@H]2CC(C[C@@H]12)N1C[C@@]2(CCS(C2)(=O)=O)CCC1)C(F)(F)F)F